5-({(4E)-4-[3-(3-chlorophenyl)prop-2-yn-1-ylidene]-3,3-dimethylpiperidin-1-yl}sulfonyl)-3-ethyl[1,2]oxazolo[5,4-b]pyridine ClC=1C=C(C=CC1)C#C\C=C/1\C(CN(CC1)S(=O)(=O)C=1C=C2C(=NC1)ON=C2CC)(C)C